Tert-Butyl 3-[4-[2-oxo-4-(trifluoromethyl)-1-piperidyl]phenyl]azetidine-1-carboxylate O=C1N(CCC(C1)C(F)(F)F)C1=CC=C(C=C1)C1CN(C1)C(=O)OC(C)(C)C